1-[(2R,4R,5S)-4-hydroxy-5-(hydroxymethyl)tetrahydrofuran-2-yl]-5-methyl-pyrimidine-2,4-dione O[C@@H]1C[C@@H](O[C@H]1CO)N1C(NC(C(=C1)C)=O)=O